N-[6-isopropoxy-2-(4-piperidyl)indazol-5-yl]-6-(trifluoromethyl)pyridine-2-carboxamide hydrochloride Cl.C(C)(C)OC=1C(=CC2=CN(N=C2C1)C1CCNCC1)NC(=O)C1=NC(=CC=C1)C(F)(F)F